1-methyl-azocane methyl-(3R,4S)-4-((tert-butoxycarbonyl)amino)-3-hydroxycyclopent-1-ene-1-carboxylate COC(=O)C1=C[C@H]([C@H](C1)NC(=O)OC(C)(C)C)O.CN1CCCCCCC1